[Li]C=1C(=C(C(=O)O)C=CC1OCCN(C)C)C.[C@@H]12OC[C@@H](N(C1)CCCCN1C3=CC=C(C=C3OC=3C=C(C=CC13)Br)Br)C2 10-(4-((1S,4S)-2-oxa-5-azabicyclo[2.2.1]heptan-5-yl)butyl)-3,7-dibromo-10H-phenoxazine lithio-4-[2-(dimethylamino)ethoxy]-2-methylbenzoate